C(#N)C1=CC(=C(C=C1)C1=CC(=NC(=C1)C1CC1)NC(C=1C(N(C=C(C1)CNC1(CCC1)COC)C1CC1)=O)=O)C1=NN=CN1C(F)F N-(4-{4-cyano-2-[4-(difluoromethyl)-4H-1,2,4-triazol-3-yl]phenyl}-6-cyclopropyl-2-pyridyl)-1-cyclopropyl-5-{[1-(methoxymethyl)cyclobutylamino]methyl}-2-oxo-1,2-dihydronicotinamide